methyl 1'-(3-chloro-4-(trifluoromethyl)benzyl)-2'-oxo-1,3-dihydrospiro[indene-2,3'-pyrrolidine]-4-carboxylate ClC=1C=C(CN2C(C3(CC2)CC=2C=CC=C(C2C3)C(=O)OC)=O)C=CC1C(F)(F)F